N1=CC(=CC=C1)C1=CC=C(C=C1)[SiH3] (4-(pyridin-3-yl)phenyl)silane